4,4-dibromo-5'-(4-bromophenyl)-1,1':3',1''-terphenyl BrC1(CC=C(C=C1)C1=CC(=CC(=C1)C1=CC=C(C=C1)Br)C1=CC=CC=C1)Br